FC(C(=O)O)(F)F.ClC1=C(OC(C)C2CNC2)C=CC(=C1)C(F)(F)F 3-(1-(2-chloro-4-(trifluoromethyl)phenoxy)ethyl)azetidine trifluoroacetate